ClC=1C=C(N(C1)S(=O)(=O)C1=CC=C(C)C=C1)C=1OC=C(N1)C 4-chloro-2-(4-methyl-oxazol-2-yl)-1-p-toluenesulfonyl-1H-pyrrole